C(C)(C)(C)N(C(O)=O)CC=1C=C2COC(C2=CC1)=O.BrC=1C=CC(=C2N=CC=NC12)\C=N\O (E)-N-[(8-bromoquinoxalin-5-yl)methylene]hydroxylamine tert-butyl-((1-oxo-1,3-dihydroisobenzofuran-5-yl)methyl)carbamate